methyl (S)-2-bromo-4-(2-(2-(2-isopropylphenyl)pyrrolidin-1-yl)-7-azaspiro[3.5]nonan-7-yl)benzoate BrC1=C(C(=O)OC)C=CC(=C1)N1CCC2(CC(C2)N2[C@@H](CCC2)C2=C(C=CC=C2)C(C)C)CC1